CN(CCN(C1=C(C=C(C(=N1)OCC(F)(F)F)NC1=NC=C2C(=N1)N(C(N(C2)C2=CC=CC=C2)=O)C)[N+](=O)[O-])C)C 7-((6-((2-(dimethylamino)ethyl)(methyl)amino)-5-nitro-2-(2,2,2-trifluoroethoxy)pyridin-3-yl)amino)-1-methyl-3-phenyl-3,4-dihydropyrimido[4,5-d]pyrimidin-2(1H)-one